NC=1C2=C(N=CN1)N(C(=C2C2=CC=C(C=C2)S(N(CC(F)(F)F)C)(=O)=O)C2=CC=C(C=C2)NC(C(=C)C)=O)C N-(4-(4-amino-7-methyl-5-(4-(N-methyl-N-(2,2,2-trifluoroethyl)sulfamoyl)phenyl)-7H-pyrrolo[2,3-d]pyrimidin-6-yl)phenyl)methacrylamide